C(C)OC(=O)C=1C(=NN(C1)C(=O)OC(C)(C)C)OCCC1(CC1)C(F)(F)F 3-(2-(1-(trifluoromethyl)cyclopropyl)ethoxy)-1H-pyrazole-1,4-dicarboxylic acid 1-(tert-butyl) 4-ethyl ester